1-phenyl-N-(tetrahydropyran-2-ylmethyl)methanamine C1(=CC=CC=C1)CNCC1OCCCC1